(S)-1-(2-((7-chloro-2-(2,6-difluoro-4-(1H-imidazol-1-yl)phenyl)imidazo[1,2-a]pyridin-3-yl)methyl)morpholino)ethan-1-one ClC1=CC=2N(C=C1)C(=C(N2)C2=C(C=C(C=C2F)N2C=NC=C2)F)C[C@@H]2OCCN(C2)C(C)=O